7-(2-((4-(3,6-diazabicyclo[3.1.1]heptan-6-yl)-2-chlorophenyl)amino)-5-(trifluoromethyl)pyrimidin-4-yl)-4-(oxetan-3-yl)-3,4-dihydrothieno[2,3-f][1,4]thiazepin-5(2H)-one 1,1-dioxide C12CNCC(N1C1=CC(=C(C=C1)NC1=NC=C(C(=N1)C1=CC3=C(C(N(CCS3(=O)=O)C3COC3)=O)S1)C(F)(F)F)Cl)C2